methyl 4-chloro-2-methylnicotinate ClC1=CC=NC(=C1C(=O)OC)C